CC1=C(C(=O)O)C=C(C(=C1)[N+](=O)[O-])C 2,5-dimethyl-4-nitrobenzoic acid